N-Cbz-L-serine C(=O)(OCC1=CC=CC=C1)N[C@@H](CO)C(=O)O